trans-3-(4-ethoxy-benzoyl)acrylic acid C(C)OC1=CC=C(C(=O)/C=C/C(=O)O)C=C1